CN1N=C(C=C1)SC=1C=C2C=NNC(C2=CC1)=O 6-((1-methyl-1H-pyrazol-3-yl)thio)phthalazin-1(2H)-one